C(C1=CC=C(C(=O)O)C=C1)(=O)O.C(COCCOCCOCCO)O tetraethylene glycol terephthalate